(E)-imino(3-methoxypyridin-2-yl)(2-(trifluoromethyl)styryl)-λ6-sulfanone N=S(=O)(\C=C\C1=C(C=CC=C1)C(F)(F)F)C1=NC=CC=C1OC